F[C@]1(CN(CC[C@H]1O)C1=NC=CC(=N1)NC=1N=CC2=C(N=CC(=C2C1)C(C)C)N1[C@H]([C@@H](C1)CS(=O)(=O)C)C)C (3S,4R)-3-fluoro-1-[4-({8-[(2S,3R)-3-(methanesulfonylmeth-yl)-2-methylazetidin-1-yl]-5-(propan-2-yl)-2,7-naphthyridin-3-yl}amino)pyrimidin-2-yl]-3-methylpiperidin-4-ol